CO\C=C(\C(=O)OC)/OC1=C(C=CC(=C1)N1N=C(C=C1)CCC)C methyl (Z)-3-methoxy-2-[2-methyl-5-(3-propylpyrazol-1-yl)phenoxy]prop-2-enoate